N-(2-(1-(6,7-dimethoxyquinazolin-4-yl)piperidin-4-yl)-2-methylpropyl)thiodiamide formate salt C(=O)[O-].COC=1C=C2C(=NC=NC2=CC1OC)N1CCC(CC1)C(C[N-]S[NH-])(C)C